5-[4-(chloromethyl)-5-methyl-1,2-oxazol-3-yl]-2-(trifluoromethyl)pyridine tert-butyl-(R)-3-methylpiperazine-1-carboxylate C(C)(C)(C)OC(=O)N1C[C@H](NCC1)C.ClCC=1C(=NOC1C)C=1C=CC(=NC1)C(F)(F)F